O=C1NC(CCC1N1C(C2=CC=CC(=C2C1=O)OCCCCCCCC1CCN(CC1)C1=CC=C(C=C1)NC1=NN2C(C=N1)=CC=C2C=2C=C(C=CC2)NS(=O)(=O)C)=O)=O N-(3-(2-((4-(4-(7-((2-(2,6-dioxopiperidin-3-yl)-1,3-dioxoisoindolin-4-yl)oxy)heptyl)piperidin-1-yl)phenyl)amino)pyrrolo[2,1-f][1,2,4]triazin-7-yl)phenyl)methanesulfonamide